4-(4-acryloylpiperazin-1-yl)-7-(8-methylnaphthalen-1-yl)-N-(1-methylpiperidin-4-yl)-5,6,7,8-tetrahydro-1,7-naphthyridine-2-carboxamide C(C=C)(=O)N1CCN(CC1)C1=CC(=NC=2CN(CCC12)C1=CC=CC2=CC=CC(=C12)C)C(=O)NC1CCN(CC1)C